methyl 4-(7-hydroxy-4-oxo-2-(2-oxopropyl)-5-pentyl-8-(m-tolyl)-4H-benzo[d][1,3]dioxin-2-yl)benzoate OC=1C=C(C2=C(OC(OC2=O)(CC(C)=O)C2=CC=C(C(=O)OC)C=C2)C1C=1C=C(C=CC1)C)CCCCC